C(C1=CC=CC=C1)S(=O)[O-].[Zn+2].C(C1=CC=CC=C1)S(=O)[O-] zinc toluenesulfinate